2,6-dimethylpyridine-4-amine CC1=NC(=CC(=C1)N)C